C(CCCCCC)C1OCC(CO1)=O 2-n-heptyl-1,3-dioxane-5-one